Spiro[4,5-dihydro-2H-pyrido[3,4-f][1,4]oxaazepine-3,1'-Cyclopropane]-9-carbonitrile dihydrochloride Cl.Cl.C12(CC1)COC1=C(CN2)C=NC=C1C#N